ClC1=C2C=C(NC2=CC=C1)CN1C(N(C=2N=C(N(C2C1=O)C)NC1=CC=CC(=N1)[C@H]1[C@@H](C1)C(=O)OCC)C)=O |r| (±)-trans-ethyl 2-[6-[[1-[(4-chloro-1H-indol-2-yl)methyl]-3,7-dimethyl-2,6-dioxo-purin-8-yl]amino]-2-pyridyl]cyclopropanecarboxylate